C1=CNC(=C1)C#N Cyanopyrrole